(R)-3-(6-((1',1'-Dioxidospiro[oxetane-3,4'-pyrido[2,3-b][1,4,5]oxathiazepin]-2'(3'H)-yl)methyl)-5-methylpyridin-2-yl)-3-(1-ethyl-4-methyl-1H-benzo[d][1,2,3]triazol-5-yl)propanoic acid O=S1(C2=C(OC3(CN1CC1=C(C=CC(=N1)[C@H](CC(=O)O)C1=C(C4=C(N(N=N4)CC)C=C1)C)C)COC3)N=CC=C2)=O